BrC1=CC=C(C2=C1CCS2(=O)=O)Cl 4-bromo-7-chloro-2,3-dihydro-1λ6-benzothiophene-1,1-dione